O1C=CC2=C1C=CC(=C2)C2=NN1C(CN(CC1)C(C=C)=O)=C2C2=CC=NC=C2 1-[2-(1-benzofuran-5-yl)-3-(pyridin-4-yl)-6,7-dihydropyrazolo[1,5-a]pyrazin-5(4H)-yl]prop-2-en-1-one